N-((3S,4S)-4-(3,4-difluorophenyl)piperidin-3-yl)-10-(2-hydroxyethyl)-5,6-dihydropyrazolo[1,5-d]thieno[3,2-f][1,4]oxazepin-2-carboxamide FC=1C=C(C=CC1F)[C@H]1[C@@H](CNCC1)NC(=O)C1=CC=2C=3N(CCOC2S1)N=CC3CCO